NC=1C=2N(C3=CC(=C(C=C3N1)F)C(=O)N([C@@H]1COC3=C1C=CC(=C3)N3C=NC(=C3)C(F)(F)F)C)C=NC2 (S)-4-amino-7-fluoro-N-methyl-N-(6-(4-(trifluoromethyl)-1H-imidazol-1-yl)-2,3-dihydrobenzofuran-3-yl)imidazo[1,5-a]quinoxaline-8-carboxamide